3-(2-methyl-5-((7-(4-(oxetane-3-yl)piperazin-1-yl)heptyl)oxy)-4-oxoquinazoline-3(4H)-yl)piperidine-2,6-dione CC1=NC2=CC=CC(=C2C(N1C1C(NC(CC1)=O)=O)=O)OCCCCCCCN1CCN(CC1)C1COC1